disulfo-[1,1'-biphenyl]-4,4'-dicarboxylic acid S(=O)(=O)(O)C=1C(=C(C=CC1C(=O)O)C1=CC=C(C=C1)C(=O)O)S(=O)(=O)O